C(C)(C)(C)C=1N=C(C(=NC1C)C=1NC2=CC=NC=C2C(C1)=O)C 2-(5-tert-butyl-3,6-dimethyl-pyrazin-2-yl)-1H-1,6-naphthyridin-4-one